tert-butyl (3S,4R)-3-fluoro-4-(4-(4,4,5,5-tetramethyl-1,3,2-dioxaborolan-2-yl)-1H-pyrazol-1-yl)piperidine-1-carboxylate F[C@H]1CN(CC[C@H]1N1N=CC(=C1)B1OC(C(O1)(C)C)(C)C)C(=O)OC(C)(C)C